ClC=1N=C(C=2N=C(N=C(C2N1)NC)N[C@@H]1[C@@H](CC2=CC=CC=C12)O)NC (1S,2R)-1-(6-Chloro-4,8-bis(methylamino)pyrimido[5,4-d]pyrimidin-2-ylamino)-indan-2-ol